6-((1-(2-cyclopropyl-2-(methoxyimino)acetyl)-3,3-difluoropiperidin-4-yl)amino)-N-((S)-3-(3,4-dihydroisoquinolin-2(1H)-yl)-2-hydroxypropyl)pyrimidine-4-carboxamide C1(CC1)C(C(=O)N1CC(C(CC1)NC1=CC(=NC=N1)C(=O)NC[C@@H](CN1CC2=CC=CC=C2CC1)O)(F)F)=NOC